pyrazolo[3,4-d]Pyrimidine-3-carboxylic acid ethyl ester C(C)OC(=O)C1=NNC2=NC=NC=C21